(((1-methyl-1H-1,2,4-triazol-3-yl)methyl)amino)-4-(((5-(5-(trifluoromethyl)-1,2,4-oxadiazol-3-yl)pyridin-2-yl)methyl)amino)cyclobut-3-ene-1,2-dione CN1N=C(N=C1)CNC=1C(C(C1NCC1=NC=C(C=C1)C1=NOC(=N1)C(F)(F)F)=O)=O